BrC1=CC(=C(C=C1F)N1C[C@@H](CC1)N(C(OC(C)(C)C)=O)C)F tert-Butyl (R)-(1-(4-bromo-2,5-difluorophenyl)pyrrolidin-3-yl)(methyl)carbamate